(Cis)-11-amino-3-cyclopropyl-7-(pyrrolidin-3-yl)-4,5,6,7-tetrahydroisoxazolo[4'',3'':6',7']cyclohepta[1',2':4,5]pyrrolo[2,3-d]pyrimidin-4-ol 2,2,2-trifluoroacetate FC(C(=O)O)(F)F.NC=1C2=C(N=CN1)N(C1=C2C=2C(C(CC1)O)=C(ON2)C2CC2)C2CNCC2